O-ethyl Hydrazinecarbothioate N(N)C(OCC)=S